ClC=1C=C(C=CC1Cl)NC(=O)N1CCC(CC1)N1C(NC2=C1C=CC=C2C2=CC=C(C(=O)O)C=C2)=O 4-(1-{1-[(3,4-dichlorophenyl)carbamoyl]piperidin-4-yl}-2-oxo-2,3-dihydro-1H-1,3-benzodiazol-4-yl)benzoic acid